(2R,4R)-1-tert-butyl 2-methyl 4-aminopiperidine-1,2-dicarboxylate N[C@H]1C[C@@H](N(CC1)C(=O)OC(C)(C)C)C(=O)OC